N1(CCC1)C1=CC2=C(C=C(O2)C(=O)NS(=O)(=O)C2=C(C=CC(=C2)N2CCN(CC2)C)OC)C(=C1)F 6-(Azetidin-1-yl)-4-fluoro-N-[2-methoxy-5-(4-methylpiperazin-1-yl)benzene-1-sulfonyl]-1-benzofuran-2-carboxamide